C(CCCCCCC\C=C/CCCCCCCC)(=O)[O-].[Fe+3].C(CCCCCCC\C=C/CCCCCCCC)(=O)[O-].C(CCCCCCC\C=C/CCCCCCCC)(=O)[O-] iron(III) oleate